(2S)-2-[9H-fluoren-9-ylmethoxycarbonyl(methyl)amino]non-8-enoic acid C1=CC=CC=2C3=CC=CC=C3C(C12)COC(=O)N([C@H](C(=O)O)CCCCCC=C)C